FC1=CC=C(C=C1)C=1C(=C2C(=CC(=NC2=CC1)C)C(C)O)C 1-(6-(4-fluorophenyl)-2,5-dimethylquinolin-4-yl)ethan-1-ol